COCC(=O)C1=CC2=C(NC(=N2)[C@H](COC(C(F)(F)F)(C)C)NC(OC(C)(C)C)=O)C=C1 tert-Butyl (R)-(1-(5-(2-methoxy acetyl)-1H-benzo[d]imidazol-2-yl)-2-((1,1,1-trifluoro-2-methylpropan-2-yl)oxy)ethyl)carbamate